(2-(4-fluorophenyl)-2-thiocyanovinyl) (phenyl) selenoether C1(=CC=CC=C1)[Se]C=C(SC#N)C1=CC=C(C=C1)F